C(C)(C)C1=CC(=CC2=C1N(C(N2C)=O)C)N(C=2C=CC(=NC2)C=2C=NC(=C(C2)C)C(=O)OC)C Methyl 5-((7-isopropyl-1,3-dimethyl-2-oxo-2,3-dihydro-1H-benzo[d]imidazol-5-yl)(methyl)amino)-5'-methyl-[2,3'-bipyridine]-6'-carboxylate